NC1=NC=CC(=N1)C=1C=C(OC2=C(C=C(C=C2)NC(=O)C=2C=NN(C2C(F)(F)F)C2=CC=CC=C2)F)C=CC1O N-(4-(3-(2-aminopyrimidin-4-yl)-4-hydroxyphenoxy)-3-fluorophenyl)-1-phenyl-5-(trifluoromethyl)-1H-pyrazole-4-carboxamide